CP(O)(O)=O.C1(=CC=CC=C1)CC(=O)N phenylacetamide Methyl-phosphonate